FC1=CC2=C(N(C(=N2)NC=2OC3=C(N2)C=C(C=C3)CN3CCN(CC3)C)C)C=C1 N-(5-fluoro-1-methyl-1H-benzo[d]imidazol-2-yl)-5-((4-methylpiperazin-1-yl)methyl)benzo[d]oxazol-2-amine